trifluoromethylthio-3-phenyl-7-methyl-1H-isochromen-1-imine FC(SC1=C(OC(C2=CC(=CC=C12)C)=N)C1=CC=CC=C1)(F)F